ClC1=C(C(=CC=C1)Cl)N1C=2N(C3=C(C1=O)C=NC(=N3)NC3=CC(=C(C=C3)N3C[C@H](N[C@H](C3)C)C)F)C=CN2 6-(2,6-dichlorophenyl)-2-({4-[(3R,5S)-3,5-dimeth-ylpiperazin-1-yl]-3-fluorophenyl}amino)imidazo[1,2-a]pyrimido[5,4-e]pyrimidin-5(6H)-one